ClC1=C(C=C(C(=N1)I)C[C@@H](C(C)(C)C)N1C=C(C(C=C1)=O)C(=O)OCC)OCCCOC ethyl (S)-1-(1-(6-chloro-2-iodo-5-(3-methoxypropoxy) pyridin-3-yl)-3,3-dimethyl butan-2-yl)-4-oxo-1,4-dihydropyridine-3-carboxylate